(5-fluoro-2-(2H-1,2,3-triazol-2-yl)phenyl)((1S,4S,6R)-6-((5-(trifluoromethyl)pyridin-2-yl)amino)-2-azabicyclo[2.2.1]heptan-2-yl)methanone FC=1C=CC(=C(C1)C(=O)N1[C@@H]2[C@@H](C[C@H](C1)C2)NC2=NC=C(C=C2)C(F)(F)F)N2N=CC=N2